N-((1R)-3-cyano-3-azabicyclo[3.2.0]heptan-1-yl)-4-(4-(phenylthio)pyridin-3-yl)benzamide C(#N)N1C[C@]2(CCC2C1)NC(C1=CC=C(C=C1)C=1C=NC=CC1SC1=CC=CC=C1)=O